C(C)(C)(C)OC(=O)N1CC(CCCC1)(C#N)NC(=O)OC(C)(C)C 3-((tert-butoxycarbonyl)amino)-3-cyanoazepane-1-carboxylic acid tert-butyl ester